OC1(C=CC(C=C1)=O)C1=CC=C(C=C1)C1=CC=C(C=C1)Cl 1-hydroxy-4'-(p-chlorophenyl)-[1,1'-biphenyl]-4(1H)-one